N-[2-fluoro-5-[2-(2-hydroxyethoxy)-6-(morpholin-4-yl)pyridin-4-yl]-4-methylphenyl]-3-(1,1,2,2,2-pentafluoroethyl)-2,5-dihydropyrrole-1-carboxamide FC1=C(C=C(C(=C1)C)C1=CC(=NC(=C1)N1CCOCC1)OCCO)NC(=O)N1CC(=CC1)C(C(F)(F)F)(F)F